ClC=1C(=C(C=CC1)NC1=C(NC2=C1C(NCC2C)=O)C2=CC=NC1=CC=C(N=C21)OC2CC2)OC 3-[(3-chloro-2-methoxyphenyl)amino]-2-(6-cyclopropoxy-1,5-naphthyridin-4-yl)-7-methyl-1h,5h,6h,7h-pyrrolo[3,2-c]pyridin-4-one